4-(2'-fluoro-[1,1'-biphenyl]-4-yl)-N-(1H-indazol-5-yl)butanamide FC1=C(C=CC=C1)C1=CC=C(C=C1)CCCC(=O)NC=1C=C2C=NNC2=CC1